5-[4-amino-5-(trifluoromethyl)pyrrolo[2,1-f][1,2,4]triazin-7-yl]-N-[(3R,4S)-1-(2-cyclobutylacetyl)-4-fluoropyrrolidin-3-yl]-2-methoxypyridine-3-carboxamide NC1=NC=NN2C1=C(C=C2C=2C=C(C(=NC2)OC)C(=O)N[C@@H]2CN(C[C@@H]2F)C(CC2CCC2)=O)C(F)(F)F